Hydroxysodium 1-dodecanesulfonate C(CCCCCCCCCCC)S(=O)(=O)O.O[Na]